COC(=O)C1=CC=C2C(=N1)C=NN2C2COC2.C(CCCCCCCCCCC)C=2[N+](=C(NC2)CCO)CC(=O)O dodecyl-carboxymethyl-hydroxyethyl-imidazolium Methyl-1-(oxetan-3-yl)-1H-pyrazolo[4,3-b]pyridine-5-carboxylate